tris(2,2'-bipyrimidine) ruthenium (II) dichloride [Ru](Cl)Cl.N1=C(N=CC=C1)C1=NC=CC=N1.N1=C(N=CC=C1)C1=NC=CC=N1.N1=C(N=CC=C1)C1=NC=CC=N1